N1=CC(=CC=C1)C=1C=C(C=CC1)C1=CC(=CC(=C1)C1=CC(=CC=C1)C=1C=NC=CC1)C1=CC(=CC=C1)C=1C=NC=CC1 1,3,5-tris(3-(3-pyridyl)phenyl)benzene